5-(2-amino-[1,2,4]triazolo[1,5-a]pyridin-7-yl)-2-(methoxy-d3)-6-methylnicotinic acid NC1=NN2C(C=C(C=C2)C=2C(=NC(=C(C(=O)O)C2)OC([2H])([2H])[2H])C)=N1